tributoxytitanium (methylacetoacetate) CCC(CC(=O)[O-])=O.C(CCC)O[Ti+](OCCCC)OCCCC